6-amino-7-(benzo[b]thiophen-4-yl)-2-methyl-7H-pyrrolo[2,3-d]pyrimidine-5-carboxamide NC1=C(C2=C(N=C(N=C2)C)N1C1=CC=CC=2SC=CC21)C(=O)N